methyl 5-chloro-2-[(6-chloro-3-tetrahydrothiopyran-4-yl-4-quinolyl)amino]benzoate ClC=1C=CC(=C(C(=O)OC)C1)NC1=C(C=NC2=CC=C(C=C12)Cl)C1CCSCC1